3-(3-methyl-2-oxo-4-(piperidin-4-ylmethoxy)-2,3-dihydro-1H-benzo[d]imidazol-1-yl)piperidine-2,6-dione hydrochloride Cl.CN1C(N(C2=C1C(=CC=C2)OCC2CCNCC2)C2C(NC(CC2)=O)=O)=O